[Ir+3].C1(CC2C(CC1)O2)COC(=O)C2CC1C(CC2)O1 3,4-epoxycyclohexylmethyl-3,4-epoxycyclohexanecarboxylate Iridium(III)